The molecule is a sphing-4-enine in which the double bond is trans. It has a role as a human metabolite and a mouse metabolite. It is a conjugate base of a sphingosine(1+). It is an enantiomer of a L-erythro-sphingosine. CCCCCCCCCCCCC/C=C/[C@H]([C@H](CO)N)O